[N+](=O)([O-])C=1C=C2CCCOC2=CC1 6-nitrochroman